C1(=CC=CC2=CC=CC=C12)C(=O)[O-].[Mn+3].C1(=CC=CC2=CC=CC=C12)C(=O)[O-].C1(=CC=CC2=CC=CC=C12)C(=O)[O-] manganese (III) naphthalate